BrC1=C(C=CC(=C1)F)C=1C(=NN(C1NC1=C(C=CC=C1)Br)C)C 4-(2-bromo-4-fluoro-phenyl)-N-(2-bromophenyl)-1,3-dimethyl-1H-pyrazol-5-amine